ClC=1C=CC=2N(N1)C(=CN2)C(=O)NC2CC2 6-Chloro-N-cyclopropylimidazo[1,2-b]pyridazine-3-carboxamide